3-((3S,6S,9aR)-6-isobutyl-2-(4-methylpentanoyl)-4,7-dioxooctahydro-2H-pyrazino[1,2-a]pyrazin-3-yl)propanamide C(C(C)C)[C@H]1C(NC[C@H]2N1C([C@@H](N(C2)C(CCC(C)C)=O)CCC(=O)N)=O)=O